C(C)(=O)N[C@@H](CC(=O)O)C(=O)NC(C(=O)NCC1=C(C=CC(=C1)OCCC1CNCCC1)C)C=1C=NN(C1)C (3S)-3-acetamido-4-((1-(1-methyl-1H-pyrazol-4-yl)-2-((2-methyl-5-(2-(piperidin-3-yl)ethoxy)benzyl)amino)-2-oxoethyl)amino)-4-oxobutanoic acid